C(C)(=O)N([C@@H](C)C(=O)O)C1=CC=CC=C1 acetyl-phenyl-alanine